COC(C1=C(C=C(C(=C1)F)C1=CC=CC=2CN(COC21)C(C2=C(C=C(C=C2Cl)N2CC1(C2)CC(C1)OC)Cl)=O)N1C2COCC1CC2)=O 4-[3-[2,6-dichloro-4-(6-methoxy-2-azaspiro[3.3]heptan-2-yl)benzoyl]-2,4-dihydro-1,3-benzoxazin-8-yl]-5-fluoro-2-(3-oxa-8-azabicyclo[3.2.1]oct-8-yl)benzoic acid methyl ester